COC(C1=CC=C(C=C1)Br)=O.COC(C1=CC=C(C=C1)N1CCC(CC1)OC1=C(C=CC=C1)C(F)(F)F)=O.Cl[Si](Cl)(Cl)CCCC1=CC=C(C=C1)CCC[Si](Cl)(Cl)Cl 1,4-bis(trichlorosilylpropyl)benzene methyl-4-(4-(2-(trifluoromethyl)phenoxy)piperidin-1-yl)benzoate Methyl-4-bromobenzoate